2-[(1-methyl-1H-tetrazol-5-yl)sulfanyl]-5-nitro-N-[4-(propan-2-yl)-2-(trifluoromethyl)phenyl]benzamide CN1N=NN=C1SC1=C(C(=O)NC2=C(C=C(C=C2)C(C)C)C(F)(F)F)C=C(C=C1)[N+](=O)[O-]